OC1=CC=C(C=C1)C1CN(C1)C(=O)N1C[C@@H]2[C@@H](OCC(N2)=O)CC1 (4aR,8aS)-6-(3-(4-hydroxyphenyl)azetidine-1-carbonyl)hexahydro-2H-pyrido[4,3-b][1,4]oxazin-3(4H)-one